p-aminobenzylethanol NC1=CC=C(CC(C)O)C=C1